5-(4-((4-(5-methoxy-2-(1-methyl-1H-pyrazol-4-yl)-4-nitrophenyl)piperazine-1-yl)methyl)piperidin-1-yl)pyridine-2-carboxylic acid COC=1C(=CC(=C(C1)N1CCN(CC1)CC1CCN(CC1)C=1C=CC(=NC1)C(=O)O)C=1C=NN(C1)C)[N+](=O)[O-]